C(C)(C)(C)C1=CC2=C(N(C=C2C2=CC=CC=C2)C(C2=CC=C(C=C2)OC)C2=CC(=C(C(=C2)C(C)(C)C)O)C(C)(C)C)C=C(C1=O)C(C)(C)C 5,7-di-tert-butyl-1-((3,5-di-tert-butyl-4-hydroxyphenyl)(4-methoxyphenyl)methyl)-3-phenylcyclohepta[b]pyrrol-6(1H)-one